C(C1=CC=CC=C1)O[C@H](C)C1=C(C=CC(=C1)F)N1N=C(C=C1CC1=CC(=NN1C)CC(F)F)C(F)F 1-{2-[(1R)-1-(benzyloxy)ethyl]-4-fluorophenyl}-5-{[3-(2,2-difluoroethyl)-1-methyl-1H-pyrazol-5-yl]methyl}-3-(difluoromethyl)-1H-pyrazole